NC1=C2C(=C3C(=N1)C=C(N3)C(=O)N([C@@H](C)C3=NC=CC=N3)CC3=NC=C(C=C3)C3=C(C=CC=C3F)F)COC2 (S)-5-amino-N-((5-(2,6-difluorophenyl)pyridin-2-yl)methyl)-N-(1-(pyrimidin-2-yl)ethyl)-6,8-dihydro-1H-furo[3,4-d]pyrrolo[3,2-b]pyridine-2-carboxamide